(S)-2-((4-(6-((2-fluoro-4-(tetrahydro-2H-pyran-4-carbonyl)benzyl)oxy)pyridin-2-yl)piperidine-1-yl)methyl)-1-(oxetan-2-ylmethyl)-1H-benzo[d]imidazole-6-carboxylic acid methyl ester COC(=O)C=1C=CC2=C(N(C(=N2)CN2CCC(CC2)C2=NC(=CC=C2)OCC2=C(C=C(C=C2)C(=O)C2CCOCC2)F)C[C@H]2OCC2)C1